4-[(1S)-1-({[5-chloro-2-(4-chloro-2-fluorophenoxy)pyridin-3-yl]carbonyl}amino)ethyl]benzoic acid ClC=1C=C(C(=NC1)OC1=C(C=C(C=C1)Cl)F)C(=O)N[C@@H](C)C1=CC=C(C(=O)O)C=C1